N-((tert-butoxycarbonyl)-L-threonyl)-S-methyl-L-cysteine methyl ester COC([C@@H](NC([C@@H](NC(=O)OC(C)(C)C)[C@H](O)C)=O)CSC)=O